COC(C1CCN(CC1)C1=CC2=C(C(=C(O2)C(=O)O)CNC2C(NC(CC2)=O)=O)C=C1)OC 6-(4-(Dimethoxymethyl)piperidin-1-yl)-3-(((2,6-dioxopiperidin-3-yl)amino)methyl)benzofuran-2-carboxylic acid